ClC=1C=CC=2N=CN=C(C2N1)N1CCC(CC1)(F)F 6-chloro-4-(4,4-difluoropiperidin-1-yl)pyrido[3,2-d]pyrimidine